(R)-N-(1-cyclopropylethyl)-5-(imidazo[1,2-a]pyridin-6-yl)-7H-pyrrolo[2,3-d]pyrimidin-2-amine C1(CC1)[C@@H](C)NC=1N=CC2=C(N1)NC=C2C=2C=CC=1N(C2)C=CN1